3-(2-methylpropyl)-2H-benzo[a]quinolizin-2-one CC(CC1=CN2C=CC3=C(C2=CC1=O)C=CC=C3)C